C12(C=CC(CC1)C2)C21C=CC(CC2)C1 norbornenyl-(norbornene)